OCCOCCOCCNS(=O)(=O)C1=CC=C(C=C1)[N+](=O)[O-] N-[2-[2-(2-hydroxyethoxy)ethoxy]ethyl]-4-nitro-benzenesulfonamide